1-acetylpiperidine-4-carbaldehyde C(C)(=O)N1CCC(CC1)C=O